(R)-2-(4-(2-(4-(methylsulfinyl)phenyl)furo[3,2-b]pyridin-7-yl)pyridin-2-yl)propan-2-ol C[S@@](=O)C1=CC=C(C=C1)C1=CC2=NC=CC(=C2O1)C1=CC(=NC=C1)C(C)(C)O